C(C)OP(=O)(OCC)C(C(=O)[O-])CC1=NC(=NO1)C1(CC1)C1=CC=C(C=C1)C(F)(F)F (diethoxyphosphoryl)-3-(3-(1-(4-(trifluoromethyl)phenyl)cyclopropyl)-1,2,4-oxadiazol-5-yl)propanoate